C(C1=CC=CC=C1)OC1=C(C(=CC(=C1)O)O)C(=O)N1CC2=CC=C(C=C2C1)CN(C)C (2-(Benzyloxy)-4,6-dihydroxyphenyl)(5-((dimethylamino)methyl)isoindolin-2-yl)methanone